FC1=C2NC(C=3N(C2=CC=C1CN1CC2=NN(C=C2C1)C=1C(=NC=CC1)C(=O)NC)N=CC3C(F)(F)F)=O (5-((6-fluoro-4-oxo-3-(trifluoromethyl)-4,5-dihydropyrazolo[1,5-a]quinoxalin-7-yl)methyl)-5,6-dihydropyrrolo[3,4-c]pyrazol-2(4H)-yl)-N-methylpicolinamide